N-((2-(2,6-dioxopiperidin-3-yl)-1-oxoisoindolin-5-yl)methyl)-2,2-difluoro-2-(4-isopropoxy-2-methylphenyl)acetamide O=C1NC(CCC1N1C(C2=CC=C(C=C2C1)CNC(C(C1=C(C=C(C=C1)OC(C)C)C)(F)F)=O)=O)=O